ClC1=NC(=CC=C1C(=O)NS(=O)(=O)C1=CC=CC(=N1)OCCCC1CC(N(C1)C(=O)OC(C)(C)C)(C)C)N1N=C(C=C1)OCCC1(CC1)C(F)(F)F tert-Butyl 4-[3-[[6-[[2-chloro-6-[3-[2-[1-(trifluoromethyl)cyclopropyl]ethoxy]pyrazol-1-yl]pyridine-3-carbonyl]sulfamoyl]-2-pyridyl]oxy]propyl]-2,2-dimethyl-pyrrolidine-1-carboxylate